(E)-1-(N-ethyl-pyrrol-2-yl)-3-(4-fluorophenyl)prop-2-en-1-one C(C)N1C(=CC=C1)C(\C=C\C1=CC=C(C=C1)F)=O